C(C1=CC=CC=C1)OC1=NC(=NC=2C(=C(C3=C(C12)CCC3)Br)F)Cl 1-(benzyloxy)-6-bromo-3-chloro-5-fluoro-8,9-dihydro-7H-cyclopenta[f]quinazoline